(1S,2S)-N-(4-(2-(((1r,4r)-4-(dimethyl-amino)cyclohexyl)-amino)-8-isopropyl-7-oxo-7,8-dihydropyrido-[2,3-d]pyrimidin-6-yl)-2,3,6-trifluorophenyl)-2-fluorocyclopropane-1-carboxamide CN(C1CCC(CC1)NC=1N=CC2=C(N1)N(C(C(=C2)C2=C(C(=C(C(=C2)F)NC(=O)[C@H]2[C@H](C2)F)F)F)=O)C(C)C)C